(3R,7R)-2-(3,4-dichlorobenzoyl)-3,7-dimethyl-9-((R*)-1-(5-(trifluoromethyl)pyrimidin-2-yl)ethyl)-1,2,3,4,8,9-hexahydropyrido[4',3':3,4]pyrazolo[1,5-a]pyrazin-10(7H)-one ClC=1C=C(C(=O)N2CC=3C(=NN4C3C(N(C[C@H]4C)[C@H](C)C4=NC=C(C=N4)C(F)(F)F)=O)C[C@H]2C)C=CC1Cl |o1:18|